1,10-Decyldiphosphonic acid C(CCCCCP(=O)(O)O)CCCCP(=O)(O)O